ClC1=NC=CC(=N1)N1C(COCC1)=O 4-(2-chloropyrimidin-4-yl)morpholin-3-one